FC=1C=NC(=NC1)C12CCC(CC2C1)OC[C@H]1C([C@@H]2[C@H](N1C(=O)OC)COC2)NS(=O)(=O)C methyl (2R,3aS,6aS)-2-(((6-(5-fluoropyrimidin-2-yl)bicyclo[4.1.0]heptan-3-yl)oxy)methyl)-3-(methylsulfonamido)hexahydro-1H-furo[3,4-b]pyrrole-1-carboxylate